ClC1=CC=C(C(=N1)NC1=CC=C(CN2CCN(CC2)C(=O)OC(C)(C)C)C=C1)[N+](=O)[O-] tert-butyl 4-(4-((6-chloro-3-nitropyridin-2-yl)amino)benzyl)piperazine-1-carboxylate